C1(=CC=CC=C1)C(C)C1=C(C(=CC(=C1)C(C)C1=CC=CC=C1)C(C)C1=CC=CC=C1)O 2,4,6-tris-(1-phenylethyl)phenol